CC1(CC(=NO1)S)C 5,5-dimethyl-4,5-dihydro-isoxazole-3-thiol